FC1=C(C=C(C=C1)OC)C1=C(C=C(C=C1)C(=O)O)C(CO)(C)C 2'-fluoro-2-(1-hydroxy-2-methylpropan-2-yl)-5'-methoxy-[1,1'-biphenyl]-4-carboxylic acid